[Pt+2].C(CCC)[Si](C(C(=O)CCCC)C(C)=O)(OC)OC.C(CCC)[Si](C(C(=O)CCCC)C(C)=O)(OC)OC bis[2-(butyldimethoxysilyl)1-butyl-1,3-butanedione] platinum (II)